FC1=C(C(=CC=C1[N+](=O)[O-])F)N(C(OC(C)(C)C)=O)C tert-Butyl (2,6-difluoro-3-nitrophenyl)(methyl)carbamate